FC=1C=C2CN(CC2=CC1)CC=1OC=C(C(C1)=O)OCC1CCN(CC1)C(CC)=O 2-((5-Fluoroisoindolin-2-yl)methyl)-5-((1-propionylpiperidin-4-yl)methoxy)-4H-pyran-4-one